FC1=C(C=C(C(=C1)C)OC1=C(C=CC=C1)C)N1C(NC(=CC1=O)C(F)(F)F)=O 3-[2-Fluoro-4-methyl-5-(2-methylphenoxy)phenyl]-6-(trifluoromethyl)pyrimidine-2,4(1H,3H)-dione